(15α,16a,17β)-3-(benzyloxy)estra-1,3,5(10)-triene-15,16,17-triol C(C1=CC=CC=C1)OC1=CC=2CC[C@H]3[C@@H]4[C@H]([C@H]([C@@H]([C@@]4(C)CC[C@@H]3C2C=C1)O)O)O